C1(CCCC1)CN1N=C(N=C1)C(=O)N[C@@H]1C(N(C=2N(CC1)N=C(C2)C2CC2)C)=O (S)-1-(Cyclopentylmethyl)-N-(2-cyclopropyl-4-methyl-5-oxo-5,6,7,8-tetrahydro-4H-pyrazolo[1,5-a][1,3]diazepin-6-yl)-1H-1,2,4-triazol-3-carboxamid